6-(2,2-Difluoroethoxy)-4-(4-(difluoromethoxy)phenyl)-2-(3-ethyl-2-methyl-2H-indazol-5-yl)pyrido[3,2-c]pyridazin-3(2H)-one FC(COC=1C=CC2=NN(C(C(=C2N1)C1=CC=C(C=C1)OC(F)F)=O)C1=CC2=C(N(N=C2C=C1)C)CC)F